COC1=CC=C(C=C1)C(C(=O)NC1(CC1)CN1CCCC1)(C)C 2-(4-methoxyphenyl)-2-methyl-N-(1-(pyrrolidin-1-ylmethyl)cyclopropyl)propanamide